COC1=CC=C(CN2N=C(C3=C2N=C(C=C3O)C)C)C=C1 1-(4-methoxybenzyl)-3,6-dimethyl-1H-pyrazolo[3,4-b]Pyridin-4-ol